ORTHO-PHENYLPHENOL, SODIUM SALT [Na].C1(=CC=CC=C1)C1=C(C=CC=C1)O